[Ir](O)(O)O.C1(=C(C=CC=C1C)C)NC(=O)[C@@H]1NCCCC1 (R)-N-(2,6-xylyl)piperidine-2-formamide iridium(III) hydroxide